C[C@H]1[C@@H]2CC=C3[C@@H]4CC[C@@H]([C@]4(CC[C@@H]3[C@]2(C[C@H]([C@@H]1O[C@H]5[C@H]([C@@H]([C@H]([C@@H](O5)C)O)O)O)OC(=O)C)C)C)[C@@H](CCC(=C)C(C)C)C(=O)S The molecule is a steroid saponin that is ergosta-7,24(28)-diene-21-thioic S-acid attached to an acetyloxy group at position 2, an alpha-L-quinovopyranosyloxy group at position 3 and a methyl group at position 4 (the 2alpha,3beta,4alpha,5alpha stereoisomer). It has been isolated from the roots of Breynia fruticosa. It has a role as a plant metabolite. It is an acetate ester, a deoxyglucose derivative, a monosaccharide derivative, a steroid ester, a steroid saponin, a monothiocarboxylic acid and a steroid acid.